C=1C=CN2C1C1=CC=C(C=C1C=N2)C(=O)O pyrrolo[2,1-a]phthalazine-8-carboxylic acid